C(C)(C)(C)OC(C(C(C)=O)=C(SCC)SCC)=O 2-(bis(ethylthio)methylene)-3-oxo-butyric acid tert-butyl ester